N-(2-(6,6-Dimethyl-4,5,6,7-tetrahydro-1H-indazol-3-yl)-3H-imidazo[4,5-b]pyridin-6-yl)-N,4-dimethylpentanamide CC1(CCC=2C(=NNC2C1)C1=NC=2C(=NC=C(C2)N(C(CCC(C)C)=O)C)N1)C